CN1N=CC2=CC(=CC=C12)C1=CC=C(C=C1)CCCC(=O)NC=1C=NC=CC1 4-(4-(1-methyl-1H-indazol-5-yl)phenyl)-N-(pyridin-3-yl)butanamide